(2-(2-methoxyethoxy)ethyl) chloroiodophosphate P(=O)(OCCOCCOC)(I)Cl